(1-methylcyclopropoxy)-9H-purin CC1(CC1)OC1=NC=C2N=CNC2=N1